O1CC(C1)[C@@H](C)N (1R)-1-(oxetan-3-yl)ethylamine